N2-(but-3-en-1-yl)pyridine-2,6-diamine C(CC=C)NC1=NC(=CC=C1)N